(1s,4s)-4-(6-(((3-fluoroazetidin-3-yl)methyl)amino)-4-methyl-1-oxoisoindolin-2-yl)-N-(3-methoxy-4-methylphenyl)cyclohexanecarboxamide FC1(CNC1)CNC1=CC(=C2CN(C(C2=C1)=O)C1CCC(CC1)C(=O)NC1=CC(=C(C=C1)C)OC)C